ClC(C1=NC(=NO1)C=1C=NC(=NC1)NC(C)C1=CC=C(C=C1)OC)(F)F 5-[5-[chloro(difluoro)methyl]-1,2,4-oxadiazol-3-yl]-N-[1-(4-methoxyphenyl)ethyl]pyrimidin-2-amine